4-(3-chloro-2-{[4-(5-cyclopropyl-1,2,4-oxadiazol-3-yl)-4-methylpiperidine-1-carbonyl]amino}phenyl)piperidine-1-carboxylic acid tert-butyl ester C(C)(C)(C)OC(=O)N1CCC(CC1)C1=C(C(=CC=C1)Cl)NC(=O)N1CCC(CC1)(C)C1=NOC(=N1)C1CC1